(E)-6-(6-ethoxypyridin-3-yl)-N'-(5-methoxy-2-methylbenzylidene)pyrazine-2-carbohydrazide C(C)OC1=CC=C(C=N1)C1=CN=CC(=N1)C(=O)N/N=C/C1=C(C=CC(=C1)OC)C